4-(8-fluoro-5H-imidazo[5,1-a]isoindol-5-yl)-tetrahydro-2H-pyran-3-ol FC1=CC=C2C(N3C(C2=C1)=CN=C3)C3C(COCC3)O